lithium bis(trifluoromethanesulfonate) FC(S(=O)(=O)[O-])(F)F.FC(S(=O)(=O)[O-])(F)F.[Li+].[Li+]